N1C=NC(=C1)COC1=C(C=CC=C1)C=1SC=CN1 2-(2-((1H-imidazol-4-yl)methoxy)phenyl)thiazole